N-methyl-6-(1-methyl-1H-imidazol-4-yl)-5-((3-(trifluoromethyl)benzyl)amino)pyrazine-2-sulfonamide CNS(=O)(=O)C1=NC(=C(N=C1)NCC1=CC(=CC=C1)C(F)(F)F)C=1N=CN(C1)C